3-(4-(8-oxa-3-aza-bicyclo[3.2.1]oct-3-yl)-3,5-difluorophenyl)-5-(azidomethyl)oxazolidin-2-one C12CN(CC(CC1)O2)C2=C(C=C(C=C2F)N2C(OC(C2)CN=[N+]=[N-])=O)F